4-(2-Carboxyethyl)-4-nitroheptanedioic acid C(=O)(O)CCC(CCC(=O)O)(CCC(=O)O)[N+](=O)[O-]